ClC1=CC=C(C=C1)N1C(N(C(C(=C1)CN1C(C2=CC=CC=C2C1=O)=O)=O)C(C)C)=O 2-[[1-(4-chlorophenyl)-3-isopropyl-2,4-dioxo-pyrimidin-5-yl]methyl]isoindoline-1,3-dione